NC1=C(C=C2C(=NC(=NC2=C1)C)N[C@H](C)C1=C(C(=CC=C1)C(F)F)F)P(C)(C)=O (R)-(7-amino-4-((1-(3-(difluoromethyl)-2-fluorophenyl)ethyl)amino)-2-methylquinazoline-6-yl)dimethyl-phosphine oxide